N-(6-(7,7-difluoro-2-((2S,3R)-3-hydroxy-2-methylazetidin-1-yl)-6,7-dihydro-5H-cyclopenta[d]pyrimidin-4-yl)-2,3-dihydrobenzofuran-3-yl)methanesulfonamide FC1(CCC2=C1N=C(N=C2C2=CC1=C(C(CO1)NS(=O)(=O)C)C=C2)N2[C@H]([C@@H](C2)O)C)F